N-(3-bromo-5-chloropyrazin-2-yl)acetamide chloromethyl-(6aR,9R)-5-bromo-9-(diethylcarbamoyl)-7-methyl-6a,7,8,9-tetrahydroindolo[4,3-fg]quinoline-4(6H)-carboxylate ClCOC(=O)N1C(=C2C3=C(C4=C[C@H](CN([C@@H]4C2)C)C(N(CC)CC)=O)C=CC=C13)Br.BrC=1C(=NC=C(N1)Cl)NC(C)=O